(1,1-dioxothiomorpholinyl)methanone O=S1(CCN(CC1)C=O)=O